O[C@@H]1C[C@H](N(C1)C(=O)[C@@H](NC(COCCOCCOCCOCCNC(OC(C)(C)C)=O)=O)C(C)(C)C)C(NCC1=CC=C(C=C1)C1=C(N=CS1)C)=O tert-butyl ((S)-16-((2S,4R)-4-hydroxy-2-((4-(4-methylthiazol-5-yl)benzyl)carbamoyl)pyrrolidine-1-carbonyl)-17,17-dimethyl-14-oxo-3,6,9,12-tetraoxa-15-azaoctadecyl)carbamate